2-(4-(5-(3-isopropyl-2-(1H-pyrazolo[3,4-b]pyridin-4-yl)-1H-indol-5-yl)-1,3,4-oxadiazol-2-yl)piperidin-1-yl)-N-methylacetamide C(C)(C)C1=C(NC2=CC=C(C=C12)C1=NN=C(O1)C1CCN(CC1)CC(=O)NC)C1=C2C(=NC=C1)NN=C2